(R/S)-2-((R)-1-(4-bromophenyl) ethyl)-2-methylsuccinate BrC1=CC=C(C=C1)[C@@H](C)[C@](C(=O)[O-])(CC(=O)[O-])C |&1:9|